5,8,9,10-tetrahydrobenzo[b][1,8]naphthyridin-6(7H)-one N1=CC=CC=2CC3=C(NC12)CCCC3=O